C1=CC=C(C=C1)/C(=C\\C=C\\C(=O)C(=O)O)/O The molecule is penta-2,4-dienoic acid in which the hydrogen at position 2 is substituted by hydroxy and one of the hydrogens at position 5 is substituted by a benzoyl group. It is a metabolic product of biphenyl from Pseudomonas putida. It is a 6-oxo monocarboxylic acid, a 2-hydroxy monocarboxylic acid, an enone, an enol, an aromatic ketone and an alpha,beta-unsaturated monocarboxylic acid. It derives from a sorbic acid. It is a conjugate acid of a 2-hydroxy-6-oxo-6-phenylhexa-2,4-dienoate. It is a tautomer of a 2,6-dioxo-6-phenylhexa-3-enoic acid.